C(C(C)(C)C)(=O)OC1CN(CC=C1)CC1=NC=CC=C1 1-(pyridin-2-ylmethyl)-1,2,3,6-tetrahydropyridin-3-yl pivalate